2-Nitrobenzoic acid cyanomethyl ester (cyanomethyl 2-nitrobenzoate) C(#N)CC=1C(=C(C(=O)O)C=CC1)[N+](=O)[O-].C(#N)COC(C1=C(C=CC=C1)[N+](=O)[O-])=O